COC(=O)C1=CC=C2C(=N1)C(CN2C2=CC(=CC=C2)F)(C)C 1-(3-fluorophenyl)-3,3-dimethyl-2,3-dihydro-1H-pyrrolo[3,2-b]pyridine-5-carboxylic acid methyl ester